[Si](C)(C)(C(C)(C)C)OCCN 2-((tert-butyldimethylsilyl)oxy)ethylamine